2-(2,6-dimethylpyridin-4-yl)-3,6-diisopropyl-5,6,7,8-tetrahydro-1H-pyrrolo[3,2-b][1,7]naphthyridine CC1=NC(=CC(=C1)C1=C(C2=NC=3CN(CCC3C=C2N1)C(C)C)C(C)C)C